glutamate tetrasodium salt [Na+].[Na+].[Na+].[Na+].N[C@@H](CCC(=O)[O-])C(=O)[O-].N[C@@H](CCC(=O)[O-])C(=O)[O-]